C[C@@H](C(C(=O)OCC)=O)CC |r| (+-)-ETHYL 3-METHYL-2-OXOPENTANOATE